eicosenoic acid amide C(C=CCCCCCCCCCCCCCCCCC)(=O)N